OCCCS(=O)(=O)[O-] Hydroxypropyl-sulfonate